C(C)C(C#N)C(C(F)F)=O 2-Ethyl-4,4-difluoro-3-oxobutanenitrile